COCC=1C=CC2=C(N=C(O2)C2(CCN(CC2)C2=C(C(N(C3=CC=CC=C23)C)=O)C(=O)N)C)C1 4-{4-[5-(methoxymethyl)-1,3-benzoxazol-2-yl]-4-methylpiperidin-1-yl}-1-methyl-2-oxo-1,2-dihydroquinoline-3-carboxamide